N1C(CCC2=CC=CC=C12)=O 1,2,3,4-tetrahydroquinolone